FC1=CC(=C(C=C1)CC1=C(CCC1=O)C(=O)OC)OC methyl 2-[(4-fluoro-2-methoxy-phenyl) methyl]-3-oxo-cyclopentene-1-carboxylate